FC1=C(C=CC=C1)C1(CCC1)C(=O)O (2-fluorophenyl)cyclobutane-1-carboxylic acid